rac-tert-butyl (3R,4R)-3-((tert-butyldimethylsilyl)oxy)-4-formyl-4-methylpiperidine-1-carboxylate [Si](C)(C)(C(C)(C)C)O[C@H]1CN(CC[C@@]1(C)C=O)C(=O)OC(C)(C)C |r|